6-[4-fluoro-2-(octahydroindol-7-yl)-1,3-benzothiazol-6-yl]-2-methylimidazo[1,2-b]pyridazine FC1=CC(=CC2=C1N=C(S2)C2CCCC1CCNC21)C=2C=CC=1N(N2)C=C(N1)C